4-[5-(4-benzyl-6-chloro-2-oxo-1H-quinolin-3-yl)-3-(2-methylindazol-5-yl)-3,4-dihydropyrazol-2-yl]-4-oxo-butanoic acid C(C1=CC=CC=C1)C1=C(C(NC2=CC=C(C=C12)Cl)=O)C=1CC(N(N1)C(CCC(=O)O)=O)C1=CC2=CN(N=C2C=C1)C